3,7-dihydro-4H-pyrrolo[2,3-d]Pyrimidin-4-one N1=CNC(C2=C1NC=C2)=O